5-(2-((4-ethyl-1-(1-methyl-1H-pyrazole-5-carbonyl)piperidin-4-yl)amino)-2-oxoacetyl)-N-(4-fluoro-3-methylphenyl)-1,2,4-trimethyl-1H-pyrrole-3-carboxamide C(C)C1(CCN(CC1)C(=O)C1=CC=NN1C)NC(C(=O)C1=C(C(=C(N1C)C)C(=O)NC1=CC(=C(C=C1)F)C)C)=O